1-(6-(1-((1-(4-((4-((5-chloropyrimidin-2-yl)amino)piperidin-1-yl)sulfonyl)phenyl)-piperidin-4-yl)methyl)piperidin-4-yl)-1-methyl-1H-indazol-3-yl)dihydropyrimidine-2,4(1H,3H)-dione ClC=1C=NC(=NC1)NC1CCN(CC1)S(=O)(=O)C1=CC=C(C=C1)N1CCC(CC1)CN1CCC(CC1)C1=CC=C2C(=NN(C2=C1)C)N1C(NC(CC1)=O)=O